3-((3R,4R)-3-((7-((S)-2-(4-isobutylphenyl)propanoyl)-7H-pyrrolo[2,3-d]pyrimidin-4-yl)(methyl)amino)-4-methylpiperidin-1-yl)-3-oxopropanenitrile C(C(C)C)C1=CC=C(C=C1)[C@@H](C(=O)N1C=CC2=C1N=CN=C2N([C@H]2CN(CC[C@H]2C)C(CC#N)=O)C)C